C(#N)N=C(NC1=CC=C(C=C1)CC)NCCCN1C=NC(=C1)C 2-cyano(4-ethylphenyl)-3-(3-(4-methyl-1H-imidazol-1-yl)propyl)guanidine